N-(4-bromo-2-fluoro-5-(trifluoromethyl)phenyl)-1H-imidazole-5-carboxamide BrC1=CC(=C(C=C1C(F)(F)F)NC(=O)C1=CN=CN1)F